N-[(2E)-3-{[3-cyano-4-(morpholin-4-yl)phenyl](imino)oxo-λ6-sulfanyl}prop-2-en-1-yl]-2-oxo-1,2,5,6,7,8-hexahydroquinoline-3-carboxamide C(#N)C=1C=C(C=CC1N1CCOCC1)S(/C=C/CNC(=O)C=1C(NC=2CCCCC2C1)=O)(=O)=N